CSCCC=O 3-(Methylthio)propionaldehyde